N-(chloro(dimethylamino)methylene)-N-methyl-ammonium hexafluorophosphate F[P-](F)(F)(F)(F)F.ClC(=[NH+]C)N(C)C